P(O)(O)O.P1CCCC1 PHOSPHOLANE-PHOSPHITE